COC1=CC=C(CN(C2=NC=CC(=C2N)NC(C(F)(F)F)C)CC2=CC=C(C=C2)OC)C=C1 N2,N2-bis(4-methoxybenzyl)-N4-(1,1,1-trifluoropropan-2-yl)pyridine-2,3,4-triamine